2-((5-(4-fluoro-2-methylphenyl)pyridin-2-yl)methyl)oxazole-4-carboxylic acid FC1=CC(=C(C=C1)C=1C=CC(=NC1)CC=1OC=C(N1)C(=O)O)C